1-(3-([4-(cyclopent-1-en-1-yl)-8-methoxy-2,2-dimethyl-1H,2H,3H-pyrrolo[3,2-c]quinolin-7-yl]oxy)propyl)pyrrolidine formate C(=O)O.C1(=CCCC1)C1=NC=2C=C(C(=CC2C2=C1CC(N2)(C)C)OC)OCCCN2CCCC2